C1(=CC=CC=C1)N(C(OC1=C2N=CNC2=NC(=N1)NC(C)=O)=O)C1=CC=CC=C1 2-Acetamido-9H-purin-6-yl diphenylcarbamate